6-bromopyrrolo[4,3,2-de]quinolin-2(1H)-one BrC1=CC=C2C3=C(C=CN=C13)C(N2)=O